C1(CC1)NC(C([C@H](C[C@H]1C(N[C@@H](C1)C)=O)NC(=O)C=1C(=NC=C(C1)F)NC(=O)C1CC(C1)(F)F)=O)=O N-[(1S)-3-(cyclopropylamino)-1-[[(3S,5R)-5-methyl-2-oxo-pyrrolidin-3-yl]methyl]-2,3-dioxo-propyl]-2-[(3,3-difluorocyclobutanecarbonyl)amino]-5-fluoro-pyridine-3-carboxamide